C1(=CC=C(C=C1)C(=O)[O-])C(=O)OC methyl benzene-1,4-dicarboxylate